N-(5-bromo-8-((4-methoxybenzyl)(methyl)amino)-2,7-naphthyridin-3-yl)cyclopropanecarboxamide BrC1=C2C=C(N=CC2=C(N=C1)N(C)CC1=CC=C(C=C1)OC)NC(=O)C1CC1